C(=S)S.C(#N)CN1N=C(C=C1C)C cyanomethyl-(3,5-dimethyl-1H-pyrazole) dithioformate